(1S,4S)-5-(4-(benzo[d]thiazol-2-ylcarbamoyl)benzyl)-N-ethyl-2,5-diazabicyclo[2.2.1]heptane-2-carboxamide S1C(=NC2=C1C=CC=C2)NC(=O)C2=CC=C(CN1[C@@H]3CN([C@H](C1)C3)C(=O)NCC)C=C2